C[C@H](CCC[C@H](C)CCCC(C)C)CCC[C@@H](C)CCOC[C@@H](COP(=O)(O)OC[C@@H](C(=O)O)N)OCC[C@H](C)CCC[C@H](C)CCC[C@H](C)CCCC(C)C The molecule is a glycerophosphoserine that is L-serine in which the side-chain is substituted by an archaetidyl group. It is an ether lipid and a L-serine derivative. It is a conjugate acid of a 2,3-bis-O-phytanyl-sn-glycero-3-phospho-L-serine(1-).